Benzyl (2-(5-acetylselenophen-3-yl)benzyl)(methyl)carbamate C(C)(=O)C1=CC(=C[Se]1)C1=C(CN(C(OCC2=CC=CC=C2)=O)C)C=CC=C1